C(#N)[C@H](C[C@H]1C(NCC1)=O)NC([C@@H](NC(=O)C1CCCCC1)CC(C)(C)C)=O N-{(1S)-1-cyano-2-[(3S)-2-oxopyrrolidin-3-yl]ethyl}-N2-(cyclohexylcarbonyl)-4-methyl-L-leucinamide